ClC=1C=C(C=CC1)[C@H](NC(=O)C1CC2(C1)NC(C(C2)F)=O)C2CCCC2 N-((R)-(3-chlorophenyl)(cyclopentyl)methyl)-7-fluoro-6-oxo-5-azaspiro[3.4]octane-2-carboxamide